Calcium Ammonium Nitrate tert-butyl-4-[8-bromo-4-[[1-(2-tert-butoxycarbonylallyl)-4,5-difluoro-benzimidazol-2-yl]methylamino]pyrazolo[1,5-a][1,3,5]triazin-2-yl]piperazine-1-carboxylate C(C)(C)(C)OC(=O)N1CCN(CC1)C1=NC=2N(C(=N1)NCC1=NC3=C(N1CC(=C)C(=O)OC(C)(C)C)C=CC(=C3F)F)N=CC2Br.[N+](=O)([O-])[O-].[NH4+].[Ca]